di-Glycerin 2-heptylundecanoate C(CCCCCC)C(C(=O)O)CCCCCCCCC.OCC(O)CO.OCC(O)CO